FC1=C(C=CC=C1F)[C@@H]1N(OCC1)C1=CC(=NC=N1)NC1=CC(=C(C(=C1)N1CC(C1)CS(=O)(=O)C)N1CCC(CC1)N1CCOCC1)C (R)-6-(3-(2,3-difluorophenyl)isoxazolidin-2-yl)-N-(3-methyl-5-(3-((methylsulfonyl)methyl)azetidin-1-yl)-4-(4-morpholinopiperidin-1-yl)phenyl)pyrimidin-4-amine